2-methylene-1H-indene-1,3(2H)-dione C=C1C(C2=CC=CC=C2C1=O)=O